2-(triphenyl-phosphanylidene)acetaldehyde C1(=CC=CC=C1)P(=CC=O)(C1=CC=CC=C1)C1=CC=CC=C1